NCC=1C=CC(=C(C(=O)N[C@H](C)C2=CC(=CC(=C2)C=2SC=CC2)C=2C=NN(C2)C)C1)C (R)-5-(aminomethyl)-2-methyl-N-(1-(3-(1-methyl-1H-pyrazol-4-yl)-5-(thiophen-2-yl)phenyl)ethyl)benzamide